(R)-N-((1-(1-(Benzo[b]thiophen-3-yl)-4-(hydroxyamino)-4-oxobutan-2-yl)-1H-1,2,3-triazol-4-yl)methyl)-3,4-difluorobenzamid S1C2=C(C(=C1)C[C@H](CC(=O)NO)N1N=NC(=C1)CNC(C1=CC(=C(C=C1)F)F)=O)C=CC=C2